O=[V](C[Si](C)(C)C)(C[Si](C)(C)C)C[Si](C)(C)C oxo-tris(trimethylsilylmethyl)vanadium